tert-butyl 1-(4-hydroxyphenyl)piperidine-4-carboxylate OC1=CC=C(C=C1)N1CCC(CC1)C(=O)OC(C)(C)C